FC(CCNC1CCC(CC1)N1C(NC2=C1C=CC=C2)=O)(F)F 1-((1S,4S)-4-((3,3,3-trifluoropropyl)amino)cyclohexyl)-1,3-dihydro-2H-benzo[d]imidazol-2-one